C1=C(C=CC2=CC=CC=C12)OCCCC BUTYL BETA-NAPHTHYL ETHER